FC=1C=C(C=C(C1)F)NC1=NC(=NC(=N1)NC(C)C)C=1N=C(OC1)C (3,5-difluoro-phenyl)-N'-isopropyl-6-(2-methyl-oxazol-4-yl)-[1,3,5]triazine-2,4-diamine